ammonium p-chlorobenzenesulfinate salt ClC1=CC=C(C=C1)S(=O)[O-].[NH4+]